1-(4-((2-(5-aminopyridin-3-yl)-1-(2,2,2-trifluoroethyl)-1H-indol-4-yl)amino)piperidin-1-yl)-3-methoxypropan-2-ol NC=1C=C(C=NC1)C=1N(C2=CC=CC(=C2C1)NC1CCN(CC1)CC(COC)O)CC(F)(F)F